ClC=1C=CC=C2CCCSC12 8-chlorothiochroman